C(C1=CC=CC=C1)N1N=C(C(=C1C)[C@H](C(F)(F)F)Cl)C |r| 1-benzyl-4-[(±)-1-chloro-2,2,2-trifluoroethyl]-3,5-dimethyl-1H-pyrazole